C(C1=CC=CC=C1)OC(=O)N1CCC(=CC1)C=1C=C2CNCC2=C(C1)N1CCCC2=CC(=C(C=C12)C(F)F)C=1C=NN(C1)C 4-{7-[7-(difluoromethyl)-6-(1-methylpyrazol-4-yl)-3,4-dihydro-2H-quinolin-1-yl]-2,3-dihydro-1H-isoindol-5-yl}-3,6-dihydro-2H-pyridine-1-carboxylic acid benzyl ester